S1C(=NC2=C1C=CC=C2)C2CCN(CC2)C2=C(C(N(C1=C(C=CC=C21)F)C)=O)C#N 4-[4-(1,3-benzothiazol-2-yl)piperidin-1-yl]-8-fluoro-1-methyl-2-oxo-1,2-dihydroquinoline-3-carbonitrile